S-phenacylisothiouronium C(C(=O)C1=CC=CC=C1)SC(N)=[NH2+]